ClC1=C(C=CC(=C1)OC)C=1C=C2CC(C(C2=CC1)NC(O[C@@H]1CN2CCC1CC2)=O)(C)C (S)-quinuclidin-3-yl (5-(2-chloro-4-methoxyphenyl)-2,2-dimethyl-2,3-dihydro-1H-inden-1-yl)carbamate